Cl.N[C@@H]1[C@@H](CCCC1)NC(=O)C1=CC(=NN1C)C1=NC(=NC=C1)NC1=CC(=CC(=C1)C)C N-[(1R,2S)-2-aminocyclohexyl]-3-{2-[(3,5-dimethylphenyl)amino]pyrimidin-4-yl}-1-methyl-1H-pyrazole-5-carboxamide hydrochloride